racemic-(4-Chloro-1H-pyrrolo[2,3-b]pyridin-5-yl)((5R,9S)-2-methyl-3-phenyl-4,5,6,7,8,9-hexahydro-2H-5,9-epiminocycloocta[c]pyrazol-10-yl)methanone ClC1=C2C(=NC=C1C(=O)N1[C@H]3CC=4C(=NN(C4C4=CC=CC=C4)C)[C@@H]1CCC3)NC=C2 |r|